2-methoxy-N-(2-methoxyethyl)-N-(trifluoro-λ(4)-sulfanyl)ethanamine COCCN(S(F)(F)F)CCOC